3-(2-(difluoromethoxy)-6-fluorophenyl)isonicotinic acid FC(OC1=C(C(=CC=C1)F)C1=C(C(=O)O)C=CN=C1)F